FC=1C=C(C=CC1O)C1=CC=C(C=C1)C(=O)NC1=CC(=C(C=C1)O)NS(=O)(=O)C1=CC=C(C=C1)F 3'-fluoro-N-(3-((4-fluorophenyl)sulfonamido)-4-hydroxyphenyl)-4'-hydroxy-[1,1'-biphenyl]-4-carboxamide